NC1=CC=C(C=C1)N1[C@@H](O[C@@H](C1=O)C)C=1C(=NN(C1)C1=CC=C(C=C1)Br)C1=CNC=C1 (2S,5R)-3-(4-aminophenyl)-2-(1-(4-bromophenyl)-3-(1H-pyrrol-3-yl)-1H-pyrazol-4-yl)-5-methyloxazolidin-4-one